BrC1=CC2=C(CCC=3C(=NN(C23)C2=NC=CC=C2)C(=O)O)C=C1OC 8-bromo-7-methoxy-1-(2-pyridyl)-4,5-dihydrobenzo[g]indazole-3-carboxylic acid